4-(3-Chloroanilino)-2'-[(2S)-3-hydroxy-2-methylpropyl]spiro[cyclohexane-1,1'-indene]-4-carboxylic acid methyl ester COC(=O)C1(CCC2(C(=CC3=CC=CC=C23)C[C@@H](CO)C)CC1)NC1=CC(=CC=C1)Cl